C(C1=CC=CC=C1)OCCN1N=CC(=C1C(=O)OC)Br methyl 1-(2-(benzyloxy) ethyl)-4-bromo-1H-pyrazole-5-carboxylate